O1CCN(CC1)C=1N=C2N(C=CC=C2)C1 morpholinoimidazo[1,2-a]pyridin